methyl 2-(2,6-difluoropyridin-4-yl)-2-methylpropanoate FC1=NC(=CC(=C1)C(C(=O)OC)(C)C)F